1-(5-((6-chloro-5-(1-methyl-1H-indol-5-yl)-1H-benzo[d]imidazol-2-yl)oxy)-2-methylphenyl)-1-oxo-5,8,11,14,17-pentaoxa-2-azaicosan-20-oic acid ClC=1C(=CC2=C(NC(=N2)OC=2C=CC(=C(C2)C(NCCOCCOCCOCCOCCOCCC(=O)O)=O)C)C1)C=1C=C2C=CN(C2=CC1)C